4-(2-(((2,3-Bis(palmitoyloxy)propoxy)(2-cyanoethoxy)phosphoryl)oxy)ethyl)-4-methylmorpholin-4-ium Chloride [Cl-].C(CCCCCCCCCCCCCCC)(=O)OC(COP(=O)(OCCC#N)OCC[N+]1(CCOCC1)C)COC(CCCCCCCCCCCCCCC)=O